2-(tert-butoxycarbonylamino)-2-[(1S)-7-fluorotetralin-1-yl]acetic acid C(C)(C)(C)OC(=O)NC(C(=O)O)[C@H]1CCCC2=CC=C(C=C12)F